(1s,4s)-4-((2-chloro-5-nitropyrimidin-4-yl)amino)-1-methylcyclohexane-1-carboxamide ClC1=NC=C(C(=N1)NC1CCC(CC1)(C(=O)N)C)[N+](=O)[O-]